CN1C[C@H]2[C@H](OCCN2C2=C(C=C(N=N2)C2=C(C=C(C=C2C)C)O)C(F)F)CC1 2-[6-[(4aS,8aR)-6-methyl-3,4a,5,7,8,8a-hexahydro-2H-pyrido[4,3-b][1,4]oxazin-4-yl]-5-(difluoromethyl)pyridazin-3-yl]-3,5-dimethyl-phenol